CC1=CC=C(C=C1)S(=O)(=O)OC[C@@H]1C[C@H](C1)N1N=C(C(=C1)C1=CC=C2C(=N1)N(N=C2)C2OCCCC2)C2CC2 (trans-3-(3-cyclopropyl-4-(1-(tetrahydro-2H-pyran-2-yl)-1H-pyrazolo[3,4-b]pyridin-6-yl)-1H-pyrazol-1-yl)cyclobutyl)methyl 4-methylbenzenesulfonate